O=O.[Fe] iron oxyoxide